isopropyl (E)-4-(4-(5-carbamoyl-2-((4-((2-methoxy-4-(methoxycarbonyl)-6-nitro-phenyl)amino)but-2-en-1-yl)amino)-3-nitrophenoxy)but-2-yn-1-yl)piperazine-1-carboxylate C(N)(=O)C=1C=C(C(=C(OCC#CCN2CCN(CC2)C(=O)OC(C)C)C1)NC\C=C\CNC1=C(C=C(C=C1[N+](=O)[O-])C(=O)OC)OC)[N+](=O)[O-]